cis-2,4-pentadieneamide C(\C=C/C=C)(=O)N